IC=1C=C(C=CC1OC)CC(C(C)C)NC=O N-(1-(3-iodo-4-methoxyphenyl)-3-methylbutan-2-yl)formamide